bis(1-([1,1'-biphenyl]-4-yl) ethyl) malonate C(CC(=O)OC(C)C1=CC=C(C=C1)C1=CC=CC=C1)(=O)OC(C)C1=CC=C(C=C1)C1=CC=CC=C1